BrC=1C=C(C=CC1OC)C(=O)NCC(C(=O)O)(C)C.ClC1=NC=CC(=C1)OC=1C(=NN(C1)C1CC1)C1=CC=CC=C1 2-chloro-4-((1-cyclopropyl-3-phenyl-1H-pyrazol-4-yl)oxy)pyridine (3-bromo-4-methoxyphenyl)formamido-2,2-dimethylpropanoate